2-chloro-4-fluoro-5-(3,6-dihydro-3-methyl-2,6-dioxo-4-trifluoromethyl-1(2H)-pyrimidinyl)thiophenol ClC1=C(C=C(C(=C1)F)N1C(N(C(=CC1=O)C(F)(F)F)C)=O)S